FC1=C(C=C(C=C1)OC)C1=CC=C(C=C1)C1=NC2=CC(=CC=C2C=C1)B1OC(C(O1)(C)C)(C)C 2-(2'-fluoro-5'-methoxy-[1,1'-biphenyl]-4-yl)-7-(4,4,5,5-tetramethyl-1,3,2-dioxaborolan-2-yl)quinoline